C(C)OC(=O)N1C(C2(C1)CN(CC2)C2CCC(CC2)C(=O)OCC)C(C)(C)C t-butyl-6-(4-(ethoxycarbonyl)cyclohexyl)-2,6-diazaspiro[3.4]octane-2-carboxylic acid Ethyl ester